CCOC(=O)/C(=C/C)/N ethyl aminocrotonate